3-(4-fluoro-2-methoxy-phenoxy)-6-(trifluoromethyl)pyridazine-4-carboxylic acid methyl ester COC(=O)C1=C(N=NC(=C1)C(F)(F)F)OC1=C(C=C(C=C1)F)OC